ClC=1C=C(C2=C(OCO2)C1)CCN1C[C@@H](CC1)CNC(OC(C)(C)C)=O tert-butyl (S)-((1-(2-(6-chlorobenzo[d][1,3]dioxol-4-yl)ethyl)pyrrolidin-3-yl)methyl)carbamate